CCCCC/C=C\C/C=C\C/C=C\C/C=C\CCCCCC(=O)OC[C@H](COP(=O)(O)OC[C@H](CO)O)OC(=O)CCCCCCC/C=C\C/C=C\C/C=C\CC 1-(7Z,10Z,13Z,16Z-docosatetraenoyl)-2-(9Z,12Z,15Z-octadecatrienoyl)-glycero-3-phospho-(1'-sn-glycerol)